[Na].[Na].OC1=CC=C2C=C(C=C(C2=C1N=NC1=CC=CC=C1)S(=O)(=O)O)S(=O)(=O)O 7-Hydroxy-8-phenylazo-1,3-naphthalenedisulfonic acid disodium